C(#N)C1CN(C1)S(=O)(=O)N1C[C@H](CCC1)C(=O)N1[C@H](CCC1)C(=O)N[C@H]1[C@@H](CC1)C(F)(F)F 1-(((3S)-1-((3-cyano-1-azetidinyl)sulfonyl)-3-piperidinyl)carbonyl)-N-((1r,2r)-2-(trifluoromethyl)cyclobutyl)-D-prolinamide